3-[3-methyl-2-oxo-5-[4-(4-piperidinyloxy)-1-piperidinyl]Benzimidazol-1-yl]Piperidine CN1C(N(C2=C1C=C(C=C2)N2CCC(CC2)OC2CCNCC2)C2CNCCC2)=O